tert-butyl ((2-(3-(2-(methoxymethyl)-1-(4-methyl-4H-1,2,4-triazol-3-yl)cyclopropyl)phenyl)-3-oxo-7-(trifluoromethyl)isoindolin-5-yl)methyl)(1-methylcyclobutyl)carbamate COCC1C(C1)(C1=NN=CN1C)C=1C=C(C=CC1)N1CC2=C(C=C(C=C2C1=O)CN(C(OC(C)(C)C)=O)C1(CCC1)C)C(F)(F)F